FC(S(=O)(=O)N[C@@H]1[C@@H](N(CC12CC2)C(=O)N2CC(C2)OC)CC=2C(=C(C=CC2)C2=CC(=CC(=C2)F)F)F)F 1,1-difluoro-N-((6S,7S)-5-(3-methoxyazetidine-1-carbonyl)-6-((2,3',5'-trifluoro-[1,1'-biphenyl]-3-yl)methyl)-5-azaspiro[2.4]heptan-7-yl)methanesulfonamide